3-((3S,4S)-4-Amino-3-methyl-2-oxa-8-azaspiro[4.5]decan-8-yl)-6-((2,3-dichlorophenyl)thio)-1-methylpyrazin-2(1H)-on N[C@@H]1[C@@H](OCC12CCN(CC2)C=2C(N(C(=CN2)SC2=C(C(=CC=C2)Cl)Cl)C)=O)C